3-(4-(5-amino-6-(3-(4-((methylamino)methyl)phenyl)isoxazol-5-yl)pyrazin-2-yl)phenylsulfonyl)butan NC=1N=CC(=NC1C1=CC(=NO1)C1=CC=C(C=C1)CNC)C1=CC=C(C=C1)S(=O)(=O)C(CC)C